Glyceryl Arachidate C(CCCCCCCCCCCCCCCCCCC)(=O)OCC(O)CO